N-(2-Methyl-2-azaspiro[3.3]heptan-6-yl)-5-(quinolin-6-yl)pyrrolo[2,1-f][1,2,4]triazin-2-amine CN1CC2(C1)CC(C2)NC2=NN1C(C=N2)=C(C=C1)C=1C=C2C=CC=NC2=CC1